isobutyrate (3-Hydroxy-2,2,4-trimethylpentyl isobutyrate) OC(C(CC(C(=O)O)(C)C)(C)C)C(C)C.C(C(C)C)(=O)O